3-(2,2,2-trifluoroethoxy)pyrrolidine FC(COC1CNCC1)(F)F